5-(3-(2,2-difluoroethyl)-2-methyl-3H-imidazo[4,5-b]pyridin-5-yl)-N-((1-methylcyclopropyl)methyl)pyrrolo[2,1-f][1,2,4]triazin-2-amine FC(CN1C(=NC=2C1=NC(=CC2)C=2C=CN1N=C(N=CC12)NCC1(CC1)C)C)F